FC=1C=C(C=CC1OC1=CC=NC2=CC(=C(C=C12)OC)OCCNC1CCOCC1)NC(=O)C1=C2C(=CN(C1=O)C1=CC=C(C=C1)F)CCO2 N-(3-fluoro-4-((6-methoxy-7-(2-((tetrahydro-2H-pyran-4-yl)amino)ethoxy)quinolin-4-yl)oxy)phenyl)-5-(4-fluorophenyl)-6-oxo-2,3,5,6-tetrahydrofuro[3,2-c]pyridine-7-carboxamide